OC(C#CC=1C2=C(C(N(C1)C)=O)NC(=C2C(=O)OC2CCCCC2)C)(C)C cyclohexyl 4-(3-hydroxy-3-methyl-but-1-ynyl)-2,6-dimethyl-7-oxo-1H-pyrrolo[2,3-c]pyridine-3-carboxylate